(R)-2-(4-(3-(benzo[b]thiophen-3-yl)-1H-pyrazol-1-yl)-6-morpholinopyrimidin-2-yl)-2-methoxyethan-1-ol S1C2=C(C(=C1)C1=NN(C=C1)C1=NC(=NC(=C1)N1CCOCC1)[C@H](CO)OC)C=CC=C2